3-(1-((endo)-2-azabicyclo[2.1.1]hexan-5-yl)-5-(3-(dimethylamino)azetidin-1-yl)-7-fluoro-8-(3-hydroxynaphthalen-1-yl)-3-oxo-1,2,3,4-tetrahydropyrazino[2,3-c]quinolin-9-yl)propanenitrile C12NCC(C1N1CC(NC=3C(=NC=4C(=C(C(=CC4C31)CCC#N)C3=CC(=CC1=CC=CC=C31)O)F)N3CC(C3)N(C)C)=O)C2